(2,2,2-Trideuterio-1-methylethyl)hydrazine [2H]C(C(C)NN)([2H])[2H]